2-(4-chloro-3-fluorophenoxy)-N-((3r,6s)-6-(3-(3-cis-(trifluoromethoxy)cyclobutyl)-1,2,4-oxadiazol-5-yl)tetrahydro-2H-pyran-3-yl)acetamide ClC1=C(C=C(OCC(=O)N[C@H]2CO[C@@H](CC2)C2=NC(=NO2)C2(CCC2)OC(F)(F)F)C=C1)F